2-ethyl-2'-methyl-1,1-dioxo-spiro[6,7-dihydrothieno[3,2-C]pyran-4,4'-piperidine]-1'-carboxylic acid tert-butyl ester C(C)(C)(C)OC(=O)N1C(CC2(CC1)OCCC1=C2C=C(S1(=O)=O)CC)C